BrC=1C=C(C=CC1F)NC(=NO)C1=NON=C1NCCN1N=NC(=C1)C1=CC=CC=C1 N-(3-bromo-4-fluorophenyl)-N'-hydroxy-4-((2-(4-phenyl-1H-1,2,3-triazol-1-yl)ethyl)amino)-1,2,5-oxadiazole-3-carboxamidine